ClC1=NC=C(C=C1)CN1CC[N+]2=C1C(=CC=C2)C#N 1-((2-chloropyridin-5-yl)methyl)-8-cyano-2,3-dihydro-1H-imidazo[1,2-a]pyridin-4-ium